C(#N)C=1C=NC(=NC1)N1C[C@H](N([C@H](C1)C)C(=O)NCCC1CCN(CC1)CC1=CC=C(C=C1)F)C (2R,6S)-4-(5-cyanopyrimidin-2-yl)-N-(2-{1-[(4-fluorophenyl)methyl]-piperidin-4-yl}ethyl)-2,6-dimethylpiperazine-1-carboxamide